OC=1C=C(C=CC2=CC(O)=CC(O)=C2)C=CC1O 3'-hydroxyresveratrol